C(C)(C)(C)C1=CC=C(N(C(=O)N2[C@@H](CCC2)C(N)=O)C(C(=O)O)C=2C=NC=C(C2)F)C=C1 2-(4-tert-butyl-N-[(2S)-2-carbamoylpyrrolidine-1-carbonyl]anilino)-2-(5-fluoro-3-pyridyl)acetic acid